[Mg+2].N[C@@H](CC1=CNC=N1)C(=O)[O-].N[C@@H](CC1=CNC=N1)C(=O)[O-] L-histidine, magnesium salt